C(C)(CC)C1C(NC2=C(CN1C(NC)=NC#N)C=CC=C2)=O 3-(sec-butyl)-N'-cyano-N-methyl-2-oxo-1,2,3,5-tetrahydro-4H-benzo[1,4]diazepine-4-carboximidamide